(2R,5s)-4-(3-chloro-4-cyanophenyl)-N-(6-(3-(4-(2-(2,6-dioxopiperidin-3-yl)-1,3-dioxoisoindolin-5-yl)piperazin-1-yl)propoxy)pyridin-3-yl)-2,5-dimethylpiperazine-1-carboxamide ClC=1C=C(C=CC1C#N)N1C[C@H](N(C[C@@H]1C)C(=O)NC=1C=NC(=CC1)OCCCN1CCN(CC1)C=1C=C2C(N(C(C2=CC1)=O)C1C(NC(CC1)=O)=O)=O)C